C[C@@H]1N(CCN(C1)C)C(C(=O)OC)COC methyl 2-((S)-2,4-dimethylpiperazin-1-yl)-3-methoxypropanoate